2-(2H-benzotriazol-2-yl)-4,6-bis(1-methyl-phenylethyl)phenol N=1N(N=C2C1C=CC=C2)C2=C(C(=CC(=C2)CCC2(CC=CC=C2)C)CCC2(CC=CC=C2)C)O